(Z)-N-(bis(2,6-dimethoxyphenyl)phosphino)-2,7-bis(3,5-di-t-butylphenyl)-9H-carbazole-9-carboxamide COC1=C(C(=CC=C1)OC)P(NC(=O)N1C2=CC(=CC=C2C=2C=CC(=CC12)C1=CC(=CC(=C1)C(C)(C)C)C(C)(C)C)C1=CC(=CC(=C1)C(C)(C)C)C(C)(C)C)C1=C(C=CC=C1OC)OC